1-[5-[3-[(4-hydroxyphenyl)sulfamoyl]-4-methoxy-phenyl]-4-methyl-thiazol-2-yl]-3-isobutyl-urea OC1=CC=C(C=C1)NS(=O)(=O)C=1C=C(C=CC1OC)C1=C(N=C(S1)NC(=O)NCC(C)C)C